(E)-4,4-dimethyl-1-(pyridin-2-yl)pent-2-en-1-one CC(/C=C/C(=O)C1=NC=CC=C1)(C)C